C1(=CC=CC=C1)C1/C(/CNC1)=C\N1N=C(C2=CC=CC=C12)\C=C\C1=CC=NC=C1 ((E)-(4-phenylpyrrolidine-3-ylidene)methyl)-3-((E)-2-(pyridin-4-yl)vinyl)-1H-indazole